4-(5-(ethylsulfonyl)-6-(2-(trifluoromethyl)-[1,2,4]triazolo[1,5-a]pyridin-6-yl)pyridin-2-yl)benzonitrile C(C)S(=O)(=O)C=1C=CC(=NC1C=1C=CC=2N(C1)N=C(N2)C(F)(F)F)C2=CC=C(C#N)C=C2